3,3-dimethoxy-8,8,9,9-tetramethyl-2-oxa-7-thia-3,8-disilecane CO[Si]1(OCCC([Si](SCCC1)(C)C)(C)C)OC